C(C)(C)(C)OC(=O)O[C@@H]1[C@H]([C@H](N(C1)C(=O)OC(C)(C)C)CC1=CC=C(C=C1)OC)OC(NC[C@@H]1CN(CC1)C(=O)OC(C)(C)C)=O tert-butyl (2R,3S,4S)-4-[(tert-butoxycarbonyl)oxy]-3-[({[(3R)-1-(tert-butoxycarbonyl)pyrrolidin-3-yl]methyl}carbamoyl)oxy]-2-[(4-methoxyphenyl)methyl]pyrrolidine-1-carboxylate